(1R,3S,5R)-2-(2-(3-acetyl-5-(2-methylpyrimidin-5-yl)-1H-indazol-1-yl)acetyl)-N-benzyl-5-methyl-2-azabicyclo[3.1.0]hexane-3-carboxamide C(C)(=O)C1=NN(C2=CC=C(C=C12)C=1C=NC(=NC1)C)CC(=O)N1[C@@H]2C[C@@]2(C[C@H]1C(=O)NCC1=CC=CC=C1)C